[N+](=O)([O-])C(CC=CCC=CCC=CCC=CCCC(=O)O)=CCC=CCC 16-nitro-4,7,10,13,16,19-docosahexaenoic acid